(R)-N-(5-(3-chlorophenyl)isoxazol-3-yl)-1-cyano-3-fluoropiperidine-3-carboxamide ClC=1C=C(C=CC1)C1=CC(=NO1)NC(=O)[C@@]1(CN(CCC1)C#N)F